tert-butyl (2-(2-((4-(tert-butyl)phenyl)amino) ethoxy)ethyl)carbamate C(C)(C)(C)C1=CC=C(C=C1)NCCOCCNC(OC(C)(C)C)=O